isopropyl-beta-D-glucopyranosuronic acid C(C)(C)[C@]1(O)[C@H](O)[C@@H](O)[C@H](O)[C@H](O1)C(=O)O